ethyl 3-(6-fluoropyridin-3-yl)-4-oxo-4H-quinoline-1-carboxylate FC1=CC=C(C=N1)C1=CN(C2=CC=CC=C2C1=O)C(=O)OCC